Cl.N[C@H]1CN(CC[C@@H]2N(C1=O)[C@@H](CC2)C(=O)N[C@H](C)C2=CC=C(C=C2)F)C(CF)=O (5S,8S,10aR)-5-amino-3-(2-fluoroacetyl)-N-((R)-1-(4-fluorophenyl)ethyl)-6-oxodecahydropyrrolo[1,2-a][1,5]diazocine-8-carboxamide hydrochloride